E-8-cyclobutyl-4-(pyrrolidin-1-ylmethyl)quinolin-2-ol C1(CCC1)C=1C=CC=C2C(=CC(=NC12)O)CN1CCCC1